CN(C)C=C(C(=O)OCC)C(=O)OCC diethyl [(dimethylamino)methylene]malonate